7-chloro-2-((4-methoxyphenyl)sulfonyl)-1-methyl-5-phenyl-1,5-dihydro-4H-imidazo[4,5-c]quinolin-4-one ClC=1C=CC=2C3=C(C(N(C2C1)C1=CC=CC=C1)=O)N=C(N3C)S(=O)(=O)C3=CC=C(C=C3)OC